C(C)NC(=S)N1C2CC(CC1CC2)C2=C1C(=NC(=C2)NC(=O)C2CC2)NC=C1 N-(4-(8-(ethylthiocarbamoyl)-8-azabicyclo[3.2.1]oct-3-yl)-1H-pyrrolo[2,3-b]pyridin-6-yl)cyclopropylcarboxamide